(S)-4-(2-(3-fluorobicyclo[1.1.1]pentan-1-yl)-3-oxo-2,5,6,7-tetrahydro-3H-pyrrolo[2,1-c][1,2,4]triazol-5-yl)benzonitrile FC12CC(C1)(C2)N2N=C1N(C2=O)[C@@H](CC1)C1=CC=C(C#N)C=C1